(Z)-N-(3-benzyl-4-methyloxazol-2(3H)-ylidene)-1H-pyrrolo[2,3-b]pyridine-3-carboxamide C(C1=CC=CC=C1)N1/C(/OC=C1C)=N/C(=O)C1=CNC2=NC=CC=C21